2,2',3,3'-tetrachloro-4,4'-bipyridine ClC1=NC=CC(=C1Cl)C1=C(C(=NC=C1)Cl)Cl